D-Alaninamide N[C@H](C)C(=O)N